γ-glycidoxypropyl-methyldiisopropenoxysilane C(C1CO1)OCCC[Si](OC(=C)C)(OC(=C)C)C